ammonium icosylsulfate C(CCCCCCCCCCCCCCCCCCC)OS(=O)(=O)[O-].[NH4+]